OCCOC(COCCO)C 2-[2-(2-hydroxyethoxy)propoxy]ethanol